FC(C1=C(C(=C(C=C1)[C@@H]1[C@H](O[C@@]([C@@H]1C)(C(F)(F)F)C)C(=O)NC=1C=NC(=CC1)CO)OC)F)F (2S,3R,4R,5S)-3-(4-(difluoromethyl)-3-fluoro-2-methoxyphenyl)-N-(6-(hydroxymethyl)pyridin-3-yl)-4,5-dimethyl-5-(trifluoromethyl)tetrahydrofuran-2-carboxamide